4-(9-phenyl-9H-fluoren-9-yl)aniline C1(=CC=CC=C1)C1(C2=CC=CC=C2C=2C=CC=CC12)C1=CC=C(N)C=C1